C(C1=CC=CC=C1)=CC(=O)C=CC1=CC=CC=C1 bis(benzylidene)acetone